tert-butyl (3S,4S)-4-fluoro-3-[[3-fluoro-6-[6-(1-hydroxy-1-methyl-ethyl)imidazo[1,2-a]pyrazin-3-yl]-2-pyridyl]amino]piperidine-1-carboxylate F[C@@H]1[C@H](CN(CC1)C(=O)OC(C)(C)C)NC1=NC(=CC=C1F)C1=CN=C2N1C=C(N=C2)C(C)(C)O